O[C@H]1C[C@@H]2C[C@H]([C@H]1O2)NC(OC(C)(C)C)=O |r| rac-tert-butyl ((1R,2R,4S,6S)-6-hydroxy-7-oxabicyclo[2.2.1]heptan-2-yl)carbamate